C(C1=CC=CC=C1)NC(=N)N1CC(C=2C3=C(C=CC12)C=CC=C3)C N-Benzyl-1-methyl-1,2-dihydro-3H-benzo[e]indole-3-carboximidamide